diprop-2-en-1-yl [(Z)-(methylsulfanyl)methylidene]biscarbamate CSC(NC(OCC=C)=O)NC(OCC=C)=O